tert-butyl (1R,3R,4R,5S)-5-(difluoromethoxy)-3-formyl-2-azabicyclo[2.2.1]heptane-2-carboxylate FC(O[C@@H]1[C@H]2[C@@H](N([C@@H](C1)C2)C(=O)OC(C)(C)C)C=O)F